2-((3-(2,6-Dioxopiperidin-3-yl)-1-methyl-1H-indazol-7-yl)oxy)-N-((tetrahydro-furan-2-yl)methyl)acetamide O=C1NC(CCC1C1=NN(C2=C(C=CC=C12)OCC(=O)NCC1OCCC1)C)=O